C1=CC=CC=2C3=CC=CC=C3C(C12)COC(=O)N(CC(=O)O)CCN1C=CC2=CC=CC=C12 2-({[(9H-fluoren-9-yl)methoxy]carbonyl}[2-(1H-indol-1-yl)ethyl]amino)acetic acid